SC1=C(C=NC=C1)S(=O)(=O)N 4-mercaptopyridine-3-sulfonamide